3-Methyl-2,3,5,6-heptantetraol CC(C(C)O)(CC(C(C)O)O)O